ClC=1C=C(C=C2CNC(C12)=O)C(C(CC(=O)O)C)=O 4-(7-chloro-1-oxo-2,3-dihydro-1H-isoindol-5-yl)-3-methyl-4-oxobutanoic acid